OCC(C(=O)O)C 2-(hydroxymethyl)propanoic acid